CC=1C2=C(N=C(N1)S(=O)(=O)C)C(=NC=C2)NCC(C)(C)C methyl-2-(methylsulfonyl)-N-neopentylpyrido[3,4-d]pyrimidin-8-amine